3-((trimethylsilyl)ethynyl)oxetan-3-ol C[Si](C)(C)C#CC1(COC1)O